ClC=1C(=NC=CC1[C@@H](CCC=C)N[S@@](=O)C(C)(C)C)C(F)F (S)-N-((R)-1-(3-chloro-2-(difluoromethyl)pyridin-4-yl)pent-4-en-1-yl)-2-methylpropan-2-sulfinamide